(3-(pyridin-3-yl)isoxazol-5-yl)methanol N1=CC(=CC=C1)C1=NOC(=C1)CO